C(C)(C)(C)N1[C@@H](C[C@H](C1)F)C(NC1=NC(=CN=C1)Br)=O (2S,4R)-tert-butyl-2-((6-bromopyrazin-2-yl)carbamoyl)-4-fluoropyrrolidine